11-nitro-5,8,11,14-eicosatetraenoic acid [N+](=O)([O-])C(CC=CCC=CCCCC(=O)O)=CCC=CCCCCC